CC(C(=O)OCCCCCCC(C)C)=C isononyl (methyl)acrylate